N-[6-(2,2-difluoroethoxy)-5-fluoro-2-methoxy-3-pyridyl]-7-(oxetan-3-yl)imidazo[1,2-a]pyrimidine-3-sulfonamide FC(COC1=C(C=C(C(=N1)OC)NS(=O)(=O)C1=CN=C2N1C=CC(=N2)C2COC2)F)F